3-(3-Methylpyridin-4-yl)-N-(1-(7-methylthieno[3,2-d]pyrimidin-4-yl)piperidin-4-yl)propanamide CC=1C=NC=CC1CCC(=O)NC1CCN(CC1)C=1C2=C(N=CN1)C(=CS2)C